CNC(=O)C1=CC=2N=C(N=C(C2N1)N1CCOCC1)N/N=C/C=1C=C(C=CC1)C N-methyl-4-morpholino-2-[(2E)-2-(m-tolylmethylene)hydrazino]-5H-pyrrolo[3,2-d]pyrimidine-6-carboxamide